6-Bromo-4-chlorothieno[2,3-d]pyrimidine BrC1=CC2=C(N=CN=C2Cl)S1